4,4,5,5-tetramethyl-2-(8-(trifluoromethyl)naphthalen-1-yl)-1,3,2-dioxaborolane CC1(OB(OC1(C)C)C1=CC=CC2=CC=CC(=C12)C(F)(F)F)C